ClC=1C=NC=CC1C1(NC=CC=C1N)N 2-(3-chloropyridin-4-yl)pyridine-2,3-diamine